BrC1=CC=C2C(=CN(C2=C1)C)C1=NC(=NC=C1)NC1=C(C=C(C(=C1)[N+](=O)[O-])N(C)CCN(C)C)OC(F)F N1-(4-(6-bromo-1-methyl-1H-indol-3-yl)pyrimidin-2-yl)-2-(difluoromethoxy)-N4-(2-(dimethylamino)ethyl)-N4-methyl-5-nitrobenzene-1,4-diamine